hydroxy-2-oxo-1H-1,8-naphthyridine-3-carboxylic acid Ethyl ester C(C)OC(=O)C=1C(N(C2=NC=CC=C2C1)O)=O